S(=O)(C1=CC(=CC=C1)N)(=O)[O-].[Na+] sodium m-sulfanilate salt